N'-(Triphenylen-2-yl)benzene-1,2-diamine C1=C(C=CC=2C3=CC=CC=C3C3=CC=CC=C3C12)NC=1C(=CC=CC1)N